CN1C2=C(C=CC1=O)NC=C2C2=NC(=NC(=C2)OC2=CC=C(C=C2)C(F)(F)F)C 4-methyl-3-{2-methyl-6-[4-(trifluoromethyl)-phenoxy]pyrimidin-4-yl}-1H,4H,5H-pyrrolo[3,2-b]pyridin-5-one